C(C)(=O)N1CC2=CC(=CC(=C2C1)[C@H]1N(CCC1)C(=O)OC(C)(C)C)Cl tert-butyl (S)-2-(2-acetyl-6-chloroisoindolin-4-yl)pyrrolidine-1-carboxylate